ClC=1C=C2C=CC(NC2=CC1C1=NC2=C(N1)C=C(C(=C2)F)S(=O)(=O)N2CCN(CCC2)C)=O 6-Chloro-7-(5-fluoro-6-(4-methyl-1,4-diazepan-1-ylsulfonyl)-1H-benzo[d]imidazol-2-yl)quinolone